1-(4-(3-(2,6-dichlorophenyl)azetidin-1-yl)-3,5-dimethylbenzyl)-3-methyl-azetidin-3-ol ClC1=C(C(=CC=C1)Cl)C1CN(C1)C1=C(C=C(CN2CC(C2)(O)C)C=C1C)C